CC1=C(N=C(O1)CCCC1=CC=CC=C1)C(=O)N1CCCC1 (5-Methyl-2-(3-phenylpropyl)oxazol-4-yl)(pyrrolidin-1-yl)methanone